C(C)(=O)C1=CC=C(C=C1)CC1=CC=C(C=C1)C(C)=O Bis(4-acetylphenyl)methane